4-(4-chloro-3,5-difluoro-phenyl)-6,7-dimethyl-2-[2-(2-methyl-4-pyridyl)tetrahydropyran-4-yl]pteridine ClC1=C(C=C(C=C1F)C1=NC(=NC2=NC(=C(N=C12)C)C)C1CC(OCC1)C1=CC(=NC=C1)C)F